ClC=1C=C(C=CC1CN1C(=NC=C1)C)C=1C(=CC=C(C1)CC(C)C)S(=O)(=O)NC1=NC=CC=N1 3'-chloro-5-isobutyl-4'-((2-methyl-1H-imidazol-1-yl)methyl)-N-(pyrimidin-2-yl)-[1,1'-biphenyl]-2-sulfonamide